COC1=C(NC2=CC=CC(=N2)S(=O)(=O)NC(=O)C=2C(=NC=CC2)N2C(CC(C2)C)(C)C)C=CC=C1 N-[[6-(2-Methoxyanilino)-2-pyridyl]sulfonyl]-2-(2,2,4-trimethylpyrrolidin-1-yl)pyridin-3-carboxamid